C1(CC1)CCC(C(=O)NCC=1C=C(CN2CCN(CC2)C(=O)OC(C)(C)C)C=CC1)NC(=O)C=1NC2=CC=CC=C2C1C tert-butyl 4-(3-((4-Cyclopropyl-2-(3-methyl-1H-indole-2-carboxamido)butanamido)methyl)benzyl)piperazine-1-carboxylate